3-[5-chloro-2-(4-morpholin-4-ylphenylamino)-pyrimidin-4-ylamino]-thiophene-2-carboxylic acid ClC=1C(=NC(=NC1)NC1=CC=C(C=C1)N1CCOCC1)NC1=C(SC=C1)C(=O)O